2-(4-chlorophenyl)-6,8-diphenyl-[1,2,4]triazolo[1,5-a]pyridine ClC1=CC=C(C=C1)C1=NN2C(C(=CC(=C2)C2=CC=CC=C2)C2=CC=CC=C2)=N1